C1=CC=CC=2C3=CC=CC=C3C(C12)COC(=O)N[C@H](C(=O)O)CC=1C=NC(=CC1)C=1C=NN(C1)CCCNC(=O)OC(C)(C)C (S)-2-((((9H-fluoren-9-yl)methoxy)carbonyl)amino)-3-(6-(1-(3-((tert-butoxycarbonyl)amino)propyl)-1H-pyrazol-4-yl)pyridin-3-yl)propanoic acid